rac-(1R,2R)-2-(2',6'-difluoro[1,1'-biphenyl]-2-yl)cyclopropane-1-carboxylic acid FC1=C(C(=CC=C1)F)C1=C(C=CC=C1)[C@H]1[C@@H](C1)C(=O)O |r|